FC(CN1N=CC=2C1=NC(=CN2)N2CCC1(CCN(C1=O)C1=NC=CC=C1C(F)(F)F)CC2)F 8-(1-(2,2-difluoroethyl)-1H-pyrazolo[3,4-b]pyrazin-6-yl)-2-(3-(trifluoromethyl)pyridin-2-yl)-2,8-diazaspiro[4.5]decan-1-one